1-t-butyl 2-methyl (2S)-2,5-dihydropyrrole-1,2-dicarboxylate N1([C@@H](C=CC1)C(=O)OC)C(=O)OC(C)(C)C